S(=O)(=O)(C1=CC=C(C)C=C1)OCCOCCOCCOCCOCCOCCOCCOC1=CC=C(C=C1)C1CCN(CC1)S(=O)(=O)C1=CC=C(C(=O)NCC(=O)OC(C)(C)C)C=C1 tert-butyl 2-(4-((4-(4-((20-(tosyloxy)-3,6,9,12,15,18-hexaoxaicosyl)oxy)phenyl)piperidin-1-yl)sulfonyl)benzamido)acetate